1-[4-[2-methoxy-4-[(E)-2-methoxycarbonyl-vinyl]-phenoxy]-butoxycarbonyl]-1-methyl-ethylene COC1=C(OCCCCOC(=O)C(=C)C)C=CC(=C1)\C=C\C(=O)OC